C(=C)C1=CC=C(CC(=O)[O-])C=C1 4-vinylbenzyl-carboxylate